tert-Butyl 4-(6-(5-formyl-2-methoxy-4-(prop-1-yn-1-yl)phenyl)pyridazin-3-yl)piperazine-1-carboxylate C(=O)C=1C(=CC(=C(C1)C1=CC=C(N=N1)N1CCN(CC1)C(=O)OC(C)(C)C)OC)C#CC